(E)-1-(2-nitrophenyl)-3-(3,5,6-trimethylpyrazin-2-yl)-2-propen-1-one [N+](=O)([O-])C1=C(C=CC=C1)C(\C=C\C1=NC(=C(N=C1C)C)C)=O